FC1=CC=C(C=C1)C=1N=CN(C1C1=CC=NC=C1)CC(=O)N1CC2(C1)COCC2 4-[4-(4-fluorophenyl)-1-(2-{6-oxa-2-azaspiro[3.4]octan-2-yl}-2-oxoethyl)-1H-imidazol-5-yl]pyridin